CC1=NOC(=C1CNC=1SC(=CN1)C1=CC=CC=C1)C1=CC=C(C=N1)OC1CCCCC1 (1S,3S)-3-((6-(3-Methyl-4-(((5-phenyl-thiazol-2-yl)amino)methyl)isoxazol-5-yl)pyridin-3-yl)oxy)cyclohexan